5-bromo-N-cyclobutyl-4-(trifluoromethyl)pyridin-2-amine BrC=1C(=CC(=NC1)NC1CCC1)C(F)(F)F